tert-butyl (5-(hydroxymethyl)pyridin-3-yl)carbamate OCC=1C=C(C=NC1)NC(OC(C)(C)C)=O